C(C)(=O)ON=C(C=CC1=CC=C(C=C1)OC)C1=CC=CC=C1 3-(4-methoxyphenyl)-1-phenylpropa-2-en-1-one O-acetyloxime